FC(C=1C=C(C=C(C1)C(F)(F)F)N(C(=O)N([C@@H]1CN(C[C@H]1C1=CC=C(C=C1)F)C(=O)[C@H]1CC[C@H](CC1)NC(OC(C)(C)C)=O)C)C)(F)F tert-butyl (cis-4-{[(3S,4R)-3-[{[3,5-bis(trifluoromethyl)phenyl](methyl)carbamoyl}(methyl)amino]-4-(4-fluorophenyl)pyrrolidin-1-yl]carbonyl}cyclohexyl)carbamate